tert-Butyl (3-(4-methyl-3-((1-(naphthalen-1-yl)cyclopropyl)carbamoyl)phenoxy) propyl)carbamate CC1=C(C=C(OCCCNC(OC(C)(C)C)=O)C=C1)C(NC1(CC1)C1=CC=CC2=CC=CC=C12)=O